gamma-heptanone CCC(CCCC)=O